(4R,6R)-4-fluoro-6-phenyl-N-[(3S)-5-methyl-4-oxo-2,3-dihydro-1,5-benzoxazepin-3-yl]-5,6-dihydro-4H-pyrrolo[1,2-b]pyrazole-2-carboxamide F[C@@H]1C[C@@H](N2N=C(C=C21)C(=O)N[C@H]2COC1=C(N(C2=O)C)C=CC=C1)C1=CC=CC=C1